COCC(C)NC=1N=NC=C2C1C=NC=C2 4-((1-methoxypropan-2-yl)amino)pyrido[3,4-d]pyridazin